ClC1=C(C(=C(C#N)C=C1)C)I 4-Chloro-3-iodo-2-methylbenzonitrile